2,5-di(2-thienyl)1H-pyrrol S1C(=CC=C1)C=1NC(=CC1)C=1SC=CC1